oxo-2,3-dihydrobenzo[d]oxazole-6-carboxamide O=C1OC2=C(N1)C=CC(=C2)C(=O)N